formylcytosin C(=O)NC1=NC(NC=C1)=O